C(CCCCC)[Si](OC)(OC)Br n-hexylbromodimethoxysilane